FC(C=1C=NC(=NC1)N1CC(C1)N)(F)F 1-(5-(trifluoromethyl)pyrimidin-2-yl)azetidin-3-amine